OC=1C(=NC(=CN1)C1=C(C=CC=C1)OCC)C(=O)NCC(=O)O (3-hydroxy-6-(2-ethoxyphenyl)pyrazine-2-carbonyl)glycine